cerium acetylide salt [C-]#[C-].[Ce+3].[C-]#[C-].[C-]#[C-].[Ce+3]